ICCOCCOCC(F)F 2-[2-(2-iodoethoxy)ethoxy]-1,1-difluoroethane